CC1=CN=CC=2NC3=CC=CC=C3C21 4-methyl-9H-pyrido[3,4-b]Indole